5-Bromo-6-(1-(3-chloropyridin-2-yl)-3-(trifluoromethyl)-1H-pyrazol-5-carboxamido)-N-(3-oxoisoxazolidin-4-yl)pyrazolo[1,5-a]pyridin-7-carboxamid BrC1=CC=2N(C(=C1NC(=O)C1=CC(=NN1C1=NC=CC=C1Cl)C(F)(F)F)C(=O)NC1C(NOC1)=O)N=CC2